ClC=1C=C2C(=NC1)NC(=C2)C(=O)NC(C(N2CC1(COC1)C2)=O)CC2=C(C=C(C=C2)C#N)F 5-chloro-N-(3-(4-cyano-2-fluorophenyl)-1-oxo-1-(2-oxa-6-azaspiro[3.3]heptan-6-yl)propan-2-yl)-1H-pyrrolo[2,3-b]pyridine-2-carboxamide